[Li+].SCCCS(=O)(=O)[O-] 3-mercaptopropanesulfonate lithium